(3-Methylene-1-azabicyclo[3.2.0]heptan-5-yl)methanol C=C1CN2CCC2(C1)CO